1-[((5S,7S)-3-{[1-(5-chloro-3-pyridinyl)-1H-1,2,3-triazol-4-yl]methyl}-2-oxo-1-oxa-3-azaspiro[4.5]dec-7-yl)methyl]-1H-benzimidazole-6-carbonitrile ClC=1C=C(C=NC1)N1N=NC(=C1)CN1C(O[C@]2(C1)C[C@H](CCC2)CN2C=NC1=C2C=C(C=C1)C#N)=O